5-(2-(pyridin-2-yl)-2H-tetrazol-5-yl)-1H-pyrazole N1=C(C=CC=C1)N1N=C(N=N1)C1=CC=NN1